O[C@@H]1[C@@H](C[C@H]2C(C=C3[C@@]4(CC[C@H]([C@@]([C@@H](C[C@H](C(C)(C)O)O)O)(C)O)[C@]4(C[C@H]([C@@H]3[C@]2(C1)C)O)C)O)=O)O (22R,24R)-2beta,3beta,11alpha,14,20,22,24,25-octahydroxy-5beta-cholest-7-en-6-one